C(CCCCC\C=C\C)O trans-7-nonen-1-ol